BrC1=CC=C(C=C1)CC(C1=CC=C(C=C1)C(F)(F)F)Cl 1-bromo-4-(2-chloro-2-(4-(trifluoromethyl)phenyl)ethyl)benzene